CN1C(=C(C2=CC=C(C=C12)C(N[C@@H](C)C1=CC(=CC=C1)C(F)(F)F)=O)CC=1C=C(OC(C(=O)OCC)C)C=CC1)C ethyl 2-(3-((1,2-dimethyl-6-(((S)-1-(3-(trifluoromethyl)phenyl)ethyl)carbamoyl)-1H-indol-3-yl) methyl)phenoxy)propanoate